2-(3,3-difluorocyclobutyl)glyoxal FC1(CC(C1)C(C=O)=O)F